[NH4+].C(CCCCCCCCCC)(=O)S(=O)(=O)[O-].[NH4+].C(CCCCCCCCCC)(=O)S(=O)(=O)[O-] ammonium undecanoyl-sulfonate ammonium